ethyl (E)-3-(5-(3-carbamimidoyl-4-fluorophenoxy)-6-fluoro-1H-indol-4-yl)acrylate C(N)(=N)C=1C=C(OC=2C(=C3C=CNC3=CC2F)/C=C/C(=O)OCC)C=CC1F